1-Azabicyclo[3.2.2]nonan-4-yl (2-(4'-(methylcarbamoyl)-[1,1'-biphenyl]-4-yl)propan-2-yl)carbamate CNC(=O)C1=CC=C(C=C1)C1=CC=C(C=C1)C(C)(C)NC(OC1CCN2CCC1CC2)=O